1-(4-((2-hydroxyethyl)amino)benzyl)-3-(4-(2-(4-methoxyphenyl)propan-2-yl)thiazol-2-yl)urea OCCNC1=CC=C(CNC(=O)NC=2SC=C(N2)C(C)(C)C2=CC=C(C=C2)OC)C=C1